2-(4-carbamoylphenoxy)-2-methylpropionic acid ethyl ester C(C)OC(C(C)(C)OC1=CC=C(C=C1)C(N)=O)=O